Tert-butyl 4-(3-(2-(2,6-dioxopiperidin-3-yl)-1,3-dioxoisoindolin-4-yl)propyl)piperazine-1-carboxylate O=C1NC(CCC1N1C(C2=CC=CC(=C2C1=O)CCCN1CCN(CC1)C(=O)OC(C)(C)C)=O)=O